CC=1N=CC2=C(C=CC=C2C1)C 3,8-dimethylisoquinoline